glycyl-prolylserine tert-butyl-(S)-7-amino-5-oxa-2-azaspiro[3.4]octane-2-carboxylate hydrochloride tert-butyl-7-oxo-5-oxa-2-azaspiro[3.4]octane-2-carboxylate C(C)(C)(C)OC(=O)N1CC2(C1)OCC(C2)=O.Cl.C(C)(C)(C)[C@@H]2N(CC21OCC(C1)N)C(=O)OC[C@H](NC([C@H]1N(CCC1)C(CN)=O)=O)C(=O)O